CC(C)(CCC(C)(OOC(C)(C)C)C)OOC(C)(C)C (l)-2,5-dimethyl-2,5-bis(t-butylperoxy)hexane